1-[2,6-dimethoxy-4-[7-(1-methylpyrazol-4-yl)imidazo[1,2-a]pyridin-3-yl]benzoyl]pyrrolidine-3-carbonitrile COC1=C(C(=O)N2CC(CC2)C#N)C(=CC(=C1)C1=CN=C2N1C=CC(=C2)C=2C=NN(C2)C)OC